1-(5-bromo-2-hydroxymethylphenyl)-3-(2-fluoropyridin-4-yl)urea BrC=1C=CC(=C(C1)NC(=O)NC1=CC(=NC=C1)F)CO